C(#N)C1=C2C[C@@H](CNC2=CC=C1)[C@@H](C1=CC=CC=C1)NCCC=1C=C(C=CC1F)CC(=O)O 2-(3-(2-(((S)-((S)-5-cyano-1,2,3,4-tetrahydroquinolin-3-yl)(phenyl)methyl)amino)ethyl)-4-fluorophenyl)acetic acid